7-bromo-3-iodo-6-methoxy-2-(4-methylpyridin-3-yl)-1H-Pyrrolo[3,2-c]pyridine BrC=1C2=C(C=NC1OC)C(=C(N2)C=2C=NC=CC2C)I